(E)-3-[1-(difluoromethyl)-5-methyl-pyrazol-3-yl]prop-2-enoic acid ethyl ester C(C)OC(\C=C\C1=NN(C(=C1)C)C(F)F)=O